boranetricarboxylate B(C(=O)[O-])(C(=O)[O-])C(=O)[O-]